3-bromo-2-(trifluoromethyl)pyridin-5-yl 2,4,6-tri-O-acetyl-3-[4-(2-aminothiazol-4-yl)-1H-1,2,3-triazol-1-yl]-3-deoxy-1-thio-α-D-galactopyranoside C(C)(=O)O[C@H]1[C@@H](SC=2C=C(C(=NC2)C(F)(F)F)Br)O[C@@H]([C@@H]([C@@H]1N1N=NC(=C1)C=1N=C(SC1)N)OC(C)=O)COC(C)=O